Cl.C(C1=CC=CC=C1)OC([C@@H](NC([C@@H](N)CC(C)C)=O)CC1=CC=CC=C1)=O L-leucyl-L-phenylalanine benzyl ester hydrochloride